(E)-2-hexene acetate C(C)(=O)O.C\C=C\CCC